(3-(5-carbamoyl-7-methoxy-2-(1-methylpiperidine-4-carboxamido)-1H-benzo[d]imidazol-1-yl)propyl)carbamic acid benzyl ester C(C1=CC=CC=C1)OC(NCCCN1C(=NC2=C1C(=CC(=C2)C(N)=O)OC)NC(=O)C2CCN(CC2)C)=O